C(C)(C)(C)OC(NC=1OC2=C(C1)C(=CC=C2F)Br)=O N-(4-bromo-7-fluoro-benzofuran-2-yl)carbamic acid tert-butyl ester